The molecule is a member of the class of isoindoles that is 2,3-dihydro-1H-isoindole in which the hydrogens at positon 1 are replaced by an oxo group. It is a member of isoindoles and a gamma-lactam. C1C2=CC=CC=C2C(=O)N1